1-{2-[4-(2,5-dioxo-2,5-dihydro-1H-pyrrol-1-yl)phenyl]acetamido}-3,6,9,12-tetraoxapentadecan-15-amide O=C1N(C(C=C1)=O)C1=CC=C(C=C1)CC(=O)NCCOCCOCCOCCOCCC(=O)N